(R)-2-(2-chloro-7-((2-(trimethylsilyl)ethoxy)methyl)-7H-pyrrolo[2,3-d]pyrimidine-4-yl)-3-phenylisoxazolidine ClC=1N=C(C2=C(N1)N(C=C2)COCC[Si](C)(C)C)N2OCC[C@@H]2C2=CC=CC=C2